C(C)(C)C1=CC=C(N1)C(=O)O 5-Isopropyl-1H-pyrrole-2-carboxylic acid